ClC1=CC(=C(C=C1C(F)(F)F)NS(=O)(=O)C=1C=C(C(=O)O)C=CC1CC)N1C=CC=C1 3-(N-(4-chloro-2-(pyrrol-1-yl)-5-(trifluoromethyl)phenyl)sulfamoyl)-4-ethylbenzoic acid